((S)-3-(benzo[d][1,3]dioxol-4-yl)-2-(dimethylamino)propyl)-3-(2-fluorobenzyl)urea O1COC2=C1C=CC=C2C[C@@H](CNC(=O)NCC2=C(C=CC=C2)F)N(C)C